Methyl (E)-5-bromo-4-((1-(hydroxylamino)ethylidene)amino)pyrimidine-2-carboxylate BrC=1C(=NC(=NC1)C(=O)OC)/N=C(\C)/NO